hydroxy-[1,1'-biphenyl]-2-sulfonate OC1=C(C(=CC=C1)C1=CC=CC=C1)S(=O)(=O)[O-]